FC(C=1C=CC(=NC1)N[C@@H]1CC[C@H](CC1)S(=O)(=O)C1=CC=C(C=C1)N1CCC=2C=CN=C(C2C1)N)(F)F 7-(4-((trans-4-((5-(trifluoromethyl)pyridin-2-yl)amino)cyclohexyl)sulfonyl)phenyl)-5,6,7,8-tetrahydro-2,7-naphthyridin-1-amine